[Nb].[Sn].ClC(CI)(OC(C(C(C(C(C(F)(F)F)(F)F)(F)F)(F)F)(F)F)(F)F)F 1-(1-chloro-1-fluoro-2-iodoethoxy)perfluorohexane Tin-niobium